O=C1OCCC1C(=O)OC methyl 2-oxo-tetrahydrofuran-3-carboxylate